N-((8-(4-(Trifluoromethyl)phenyl)imidazo[1,2-a]pyrazin-6-yl)methyl)-1H-imidazole-5-carboxamide FC(C1=CC=C(C=C1)C=1C=2N(C=C(N1)CNC(=O)C1=CN=CN1)C=CN2)(F)F